(±)-Ethyl-4-hydroxy-3-(9H-purin-9-yl)tetrahydrothiophene-3-carboxylate C(C)OC(=O)C1(CSCC1O)N1C2=NC=NC=C2N=C1